7-bromo-6-fluoro-2-methyl-9,10-dihydro-8-thia-2,4,10a-Triazanaphtho[2,1,8-cde]azulene-1(2H)-one BrC1=C(C=C2N=CC=3N(C(N4CCSC1=C2C34)=O)C)F